CNC1=NC=C(C2=CC=CC=C12)C(C)NC N-methyl-4-(1-(methylamino)ethyl)isoquinolin-1-amine